FC1=C(C=CC=C1F)C1=CN=CN1 5-(2,3-difluorophenyl)-1H-imidazol